(S)-tert-butyl 3-(4-amino-5-iodo-7H-pyrrolo[2,3-d]pyrimidin-7-yl)pyrrolidine-1-carboxylate NC=1C2=C(N=CN1)N(C=C2I)[C@@H]2CN(CC2)C(=O)OC(C)(C)C